FC=1C(=C(C=CC1F)[C@@H]1[C@H](O[C@@]([C@@H]1CC)(C(F)(F)F)C)C(=O)NC1=CC(=NC=C1)C(=O)N)OC |o1:8,9,11,12| rel-(2s,3r,4r,5s)-4-[[3-(3,4-difluoro-2-methoxy-phenyl)-4-ethyl-5-methyl-5-(trifluoromethyl)tetrahydrofuran-2-carbonyl]amino]pyridine-2-carboxamide